C(C)OC=1C=C(C(=NC1C1=CC=CC=2N(C=NC21)C)C(=O)N)NC2=CC=C1C(=N2)CN(C12CCOCC2)C 5-ethoxy-6-(1-methyl-1H-benzo[d]imidazol-4-yl)-3-((6'-methyl-2,3,5,6,6',7'-hexahydrospiro[pyran-4,5'-pyrrolo[3,4-b]pyridin]-2'-yl)amino)picolinamide